(Z)-N'-hydroxypropanimidamide O\N=C(\CC)/N